1,1,1-trifluoropropan-2-yl 1,1,2,2,3,3,4,4,4-nonafluorobutane-1-sulfonate FC(C(C(C(F)(F)F)(F)F)(F)F)(S(=O)(=O)OC(C(F)(F)F)C)F